FC1(CN(CC2=CC=CC(=C12)B1OC(C(O1)(C)C)(C)C)C(=O)OC(C)(C)C)F tert-butyl 4,4-difluoro-5-(4,4,5,5-tetramethyl-1,3,2-dioxaborolan-2-yl)-3,4-dihydroisoquinoline-2(1H)-carboxylate